7-methyl-5-(1-methyl-1H-pyrazol-4-yl)-3-(pyridin-4-yl)thieno[3,2-b]pyridine CC1=C2C(=NC(=C1)C=1C=NN(C1)C)C(=CS2)C2=CC=NC=C2